3,5-diaminopentylbenzene NC(CCC1=CC=CC=C1)CCN